C1=CC(=O)N(C1=O)C2=C(C=C(C=C2Cl)Cl)Cl n-(2,4,6-trichlorophenyl)maleimide